3,3'-Bis(3-aminophenoxy)biphenyl NC=1C=C(OC=2C=C(C=CC2)C2=CC(=CC=C2)OC2=CC(=CC=C2)N)C=CC1